[phenyl(biphenylyl)triazinyl][(biphenylyl)dibenzothiophene] C1(=CC=CC=C1)C1=C(C(=NN=N1)C1=C(C2=C(SC3=C2C=CC=C3)C=C1)C1=C(C=CC=C1)C1=CC=CC=C1)C1=C(C=CC=C1)C1=CC=CC=C1